4-Undecyl-N-methyl-N-octadecylanilinium C(CCCCCCCCCC)C1=CC=C([NH+](CCCCCCCCCCCCCCCCCC)C)C=C1